OCC[N-]CCCCCCCCCCCC N-(2-hydroxyethyl)dodecyl-amide